3-(5-(8-(piperidin-1-yl)oct-1-yn-1-yl)benzofuran-3-yl)piperidine-2,6-dione N1(CCCCC1)CCCCCCC#CC=1C=CC2=C(C(=CO2)C2C(NC(CC2)=O)=O)C1